N-(6-(4-(2,2-difluoroethyl)piperazin-1-yl)-2-((difluoromethoxy)methyl)-2-methyl-2,3-dihydrobenzofuran-5-yl)pyrazolo[1,5-a]pyrimidine-3-carboxamide FC(CN1CCN(CC1)C1=CC2=C(CC(O2)(C)COC(F)F)C=C1NC(=O)C=1C=NN2C1N=CC=C2)F